N-methyl-N-((4-methyl-4H-1,2,4-triazol-3-yl)(3-(6-(((1-methylcyclobutyl)amino)methyl)-1-oxo-4-(trifluoromethyl)isoindolin-2-yl)phenyl)methyl)acetamide CN(C(C)=O)C(C1=CC(=CC=C1)N1C(C2=CC(=CC(=C2C1)C(F)(F)F)CNC1(CCC1)C)=O)C1=NN=CN1C